N-methyl-N-(4-chlorophenyl)anthranilic acid CN(C=1C(C(=O)O)=CC=CC1)C1=CC=C(C=C1)Cl